BrC=1C=CC(=NC1)CC 5-Bromo-2-ethyl-pyridine